5-(2-(trans-3-(3-cyclopropyl-4-(5-fluoro-6-methylpyridin-2-yl)-1H-pyrazol-1-yl)cyclobutyl)ethyl)-2-(2,6-dioxopiperidin-3-yl)isoindoline-1,3-dione C1(CC1)C1=NN(C=C1C1=NC(=C(C=C1)F)C)[C@@H]1C[C@H](C1)CCC=1C=C2C(N(C(C2=CC1)=O)C1C(NC(CC1)=O)=O)=O